Pyridin-2-ylmethyl (S)-(3-(7-carbamoyl-2-(1-ethyl-3-methyl-1H-pyrazole-5-carboxamido)-3,4-dihydro-5-oxa-1,2a-diazaacenaphthylen-3-yl)propyl)carbamate C(N)(=O)C=1C=C2OC[C@@H](N3C(=NC(C1)=C32)NC(=O)C3=CC(=NN3CC)C)CCCNC(OCC3=NC=CC=C3)=O